[trans-4-(hydroxymethyl)cyclohexyl]-[(3S)-3-(2-pyridyl)isoxazolidin-2-yl]methanone OC[C@@H]1CC[C@H](CC1)C(=O)N1OCC[C@H]1C1=NC=CC=C1